γ-Glycidoxypropyl-triethoxysilane C(C1CO1)OCCC[Si](OCC)(OCC)OCC